methyl 4-(2-(4,6-bis(trifluoromethyl)-1,3,5-triazin-2-yl)-6-chloro-2,3,4,9-tetrahydro-1H-pyrido[3,4-b]indol-1-yl)butanoate FC(C1=NC(=NC(=N1)C(F)(F)F)N1C(C=2NC3=CC=C(C=C3C2CC1)Cl)CCCC(=O)OC)(F)F